COC1=CC=C(C=C1)N1NC=CC=C1C1=CC=CC=C1 2-(4-methoxyphenyl)-3-phenyl-2H-azazine